(S)-(5-(3-((6-Chloropyridin-3-yl)methyl)-2-oxopiperidin-1-yl)-3-(5-methylpyridazin-4-yl)-1H-pyrazol-1-yl)methyl dihydrogen phosphate P(=O)(OCN1N=C(C=C1N1C([C@@H](CCC1)CC=1C=NC(=CC1)Cl)=O)C1=CN=NC=C1C)(O)O